C[N+]1(CC[N+](CC1)([O-])CC1=CC=C(C(=O)NC2=CC(=C(C=C2)C)NC2=NC=CC(=N2)C=2C=NC=CC2)C=C1)[O-] 4-[(4-methyl-1,4-dioxido-1-piperazinyl)methyl]-N-[4-methyl-3-[[4-(3-pyridinyl)-2-pyrimidinyl]amino]phenyl]-benzamide